FC(C(F)(F)F)(S(=O)(=O)O)C(C(C(C(C(C(F)(F)F)(F)F)(F)F)(F)F)(F)F)(F)F perfluorohexyl-ethyl-sulfonic acid